2,4-dimethyl-3,5,6-trifluorobenzyl 2,2,3,3-tetramethylcyclopropanecarboxylate CC1(C(C1(C)C)C(=O)OCC1=C(C(=C(C(=C1F)F)C)F)C)C